1-(3-((2-((3-methyl-1-(2-(pyrrolidin-1-yl)ethyl)-1H-pyrazol-4-yl)amino)-5-(trifluoromethyl)pyrimidin-4-yl)amino)propyl)piperidin-2-one CC1=NN(C=C1NC1=NC=C(C(=N1)NCCCN1C(CCCC1)=O)C(F)(F)F)CCN1CCCC1